C(C)(C)OC=1C=C2C(=NNC2=CC1)C1=CC(=NC=N1)N1C[C@H](N([C@H](C1)C)CCON1C(C2=CC=CC=C2C1=O)=O)C 2-[2-[(2r,6s)-4-[6-(5-isopropoxy-1H-indazol-3-yl)pyrimidin-4-yl]-2,6-dimethyl-piperazin-1-yl]ethoxy]isoindoline-1,3-dione